CN(C)CCC1=CC=C(C=C1)C(F)(F)F (dimethylamino)-2-[p-(trifluoromethyl)phenyl]ethane